[C@H]12CN(C[C@H](CC1)N2)C2=NC(=NC1=C(C(=C(C=C21)C(F)(F)F)C2=CC=C(C1=C2N=C(S1)N)F)F)OCC12CCCN2CCC1 4-(4-((1R,5S)-3,8-diazabicyclo[3.2.1]octan-3-yl)-8-fluoro-2-((tetrahydro-1H-pyrrolizin-7a(5H)-yl)methoxy)-6-(trifluoromethyl)quinazolin-7-yl)-7-fluorobenzo[d]thiazol-2-amine